CC1=NC=NC2=C(C=C(C=C12)C1=C(N=C(N=N1)NC(=O)C1CC1)C=1OC=CC1)C N-(6-(4,8-dimethylquinazolin-6-yl)-5-(furan-2-yl)-1,2,4-triazin-3-yl)cyclopropylcarboxamide